1-(tert-butyl) 2-methyl 4,6,7-trifluoro-1H-indole-1,2-dicarboxylate FC1=C2C=C(N(C2=C(C(=C1)F)F)C(=O)OC(C)(C)C)C(=O)OC